C(C)(C)(C)[C@H]1CC[C@H](CC1)N1CCC(CC1)N1C=C(C=2C1=NC=CC2)CCN 2-(1-(1-(cis-4-(tert-butyl)cyclohexyl)piperidin-4-yl)-1H-pyrrolo[2,3-b]pyridin-3-yl)ethan-1-amine